C(C)C(C1=CC=CC=C1)C=C ethyl-vinyltoluene